CC(C)(C=CC1=CC=C(C=C1)C(F)(F)F)C1CN(CC1)C(C=C)=O 1-(3-(2-methyl-4-(4-(trifluoromethyl)phenyl)but-3-en-2-yl)pyrrolidin-1-yl)prop-2-en-1-one